ClC=1C=CC(=C(C1)C1=NN(C=C1NC(=O)C=1C=NN2C1N=CC=C2)CC(=O)N2CC(C2)N2CCOCC2)OC N-(3-(5-chloro-2-methoxyphenyl)-1-(2-(3-morpholinoazetidin-1-yl)-2-oxoethyl)-1H-pyrazol-4-yl)pyrazolo[1,5-a]pyrimidine-3-carboxamide